ClC1=CC=C(C=C1)C=1N=CN(C1C1=CC(=NC=C1)CNC)CC(=O)N1CCNCC1 2-[4-(4-chlorophenyl)-5-{2-[(methylamino)methyl]pyridin-4-yl}-1H-imidazol-1-yl]-1-(piperazin-1-yl)ethan-1-one